C(C(C)=C)[Pd] (methallyl)-palladium